(S)-6-methyl-1,4-oxazepan-6-ol C[C@@]1(CNCCOC1)O